4-(((2S,3R,4R)-1-acetyl-2-cyclopropyl-6-fluoro-3-methyl-1,2,3,4-tetrahydroquinolin-4-yl)amino)-N-isopropylbenzamide C(C)(=O)N1[C@H]([C@@H]([C@H](C2=CC(=CC=C12)F)NC1=CC=C(C(=O)NC(C)C)C=C1)C)C1CC1